3-methyl 5-(4-(1-(5-(aminomethyl)-2-methylbenzamido)ethyl)naphthalen-2-yl)-1H-pyrrole-3-carboxylate NCC=1C=CC(=C(C(=O)NC(C)C2=CC(=CC3=CC=CC=C23)C2=CC(=CN2)C(=O)OC)C1)C